potassium hydroxide, calcium salt [Ca+2].[OH-].[K+].[OH-].[OH-]